Cl.FC(C1=NC=CC(=C1)C1=C2CCO[C@H](C2=CC=C1)CN)(F)F (R)-(5-(2-(trifluoromethyl)pyridin-4-yl)isochroman-1-yl)methanamine hydrochloride